racemic-(2-methoxy-5-(methyl-d3)-6,6a,7,8,9,10,12,13-octahydro-5H-6,9-methanopyrido[1',2':1,2]azepino[4,5-b]indol-7-yl)methanol formate C(=O)OCC1CC2CN3C1C(C=1N(C4=CC=C(C=C4C1CC3)OC)C([2H])([2H])[2H])C2